N-(4-((5-methoxy-4-((5-methyl-1H-pyrazol-3-yl)amino)-6-(4-(1-methylpiperidin-4-yl)piperazin-1-yl)pyrimidin-2-yl)thio)phenyl)cyclopropanecarboxamide COC=1C(=NC(=NC1N1CCN(CC1)C1CCN(CC1)C)SC1=CC=C(C=C1)NC(=O)C1CC1)NC1=NNC(=C1)C